C(CCC)N1C2=CC=CC=C2SC=2C=C(C(=CC12)OC)C(C)=O 1-(10-N-butyl-2-methoxy-phenothiazin-3-yl)ethanone